FC=1C=CC(=C2N=CC=NC12)N1C[C@H](C[C@H](C1)C)N (3S,5R)-1-(8-fluoroquinoxalin-5-yl)-5-methylpiperidin-3-amine